C1(CCCCC1)NC(=O)C=1N=C2N(C(=NC(=C2)N/N=C/C=2C=C(C=CC2)C)N2CCOCC2)C1 N-cyclohexyl-5-morpholino-7-[(2E)-2-(m-tolylmethylene)hydrazino]imidazo[1,2-c]pyrimidine-2-carboxamide